FC(COCCNC1CCN(C2=NC=CC=C12)C(=O)[O-])F 4-((2-(2,2-difluoroethoxy) ethyl) amino)-3,4-dihydro-1,8-naphthyridine-1(2H)-carboxylate